C(C)(=O)O.COC(CNCC1(CN(C1)C(=O)C1=C(C(=C(C=C1)F)F)NC1=C(C=C(C=C1)I)F)O)OC 3-({[2,2-bis(methyloxy)ethyl]amino}methyl)-1-({3,4-difluoro-2-[(2-fluoro-4-iodophenyl)amino]phenyl}carbonyl)azetidin-3-ol acetate salt